FC(C1=NN(C(=C1)C)CC1CC2(CN(C2)C(=O)N2C[C@@H]3[C@@H](OCC(N3)=O)CC2)C1)F (4aR,8aS)-6-[6-[[3-(difluoromethyl)-5-methyl-pyrazol-1-yl]methyl]-2-azaspiro[3.3]heptane-2-carbonyl]-4,4a,5,7,8,8a-hexahydropyrido[4,3-b][1,4]oxazin-3-one